FC=1C=C(C=CC1OC1=C2C(=NC=C1)NC(N2C(C)C)=O)NC(=O)C=2C=NN(C2C2=CC=CC=C2)C2=CC=CC=C2 N-(3-fluoro-4-((1-isopropyl-2-keto-2,3-dihydro-1H-imidazo[4,5-b]pyridin-7-yl)oxy)phenyl)-1,5-diphenyl-1H-pyrazole-4-carboxamide